butyl-pyrimidine phosphorus [P].C(CCC)C1=NC=CC=N1